CN1C(C(CC1)C=C)=O N-methyl-vinyl-pyrrolidone